C(C)(=O)O[C@@H]1C[C@@H]2C[C@@H](CC[C@@]2([C@H]2CC[C@@]3([C@H](CC[C@H]3[C@H]12)[C@@H](CCC(C(=O)O)C(=O)O)C)C)C)O 2-((R)-3-((3R,5S,7R,8R,9S,10S,13R,14S,17R)-7-acetoxy-3-hydroxy-10,13-dimethylhexadecahydro-1H-cyclopenta[a]phenanthren-17-yl)butyl)malonic acid